FC1=C(C=C(C=N1)NC(=O)C=1C(=C(N2CCCCC12)C(C(=O)NC(CO)(C)C)=O)C)C N-(6-fluoro-5-methylpyridin-3-yl)-3-(2-((1-hydroxy-2-methylpropan-2-yl)amino)-2-oxoacetyl)-2-methyl-5,6,7,8-tetrahydroindolizine-1-carboxamide